ClC=1N=C2C(=NC1)NC=C2C2=NC(=C(C(=N2)N[C@@H]2[C@H](C1CCC2CC1)C(=O)OCC)F)C=1SC=CN1 (2S,3S)-ethyl 3-((2-(2-chloro-5H-pyrrolo[2,3-b]pyrazin-7-yl)-5-fluoro-6-(thiazol-2-yl) pyrimidin-4-yl)amino)bicyclo[2.2.2]octane-2-carboxylate